O=C1NC(CCC1NC=1C=NC(=NC1)C1CCN(CC1)C(=O)OC(C)(C)C)=O tert-butyl 4-[5-[(2,6-dioxo-3-piperidyl)amino]pyrimidin-2-yl]piperidine-1-carboxylate